ClC=1C=NN(C1C(=O)NC1=NC=C(C=C1C)C#CC1=CC=CC=C1)C1C[C@@H]2[C@@H](CN(C2)C(C(C)(C)C)=O)C1 4-chloro-1-[(3aR,5s,6aS)-2-(2,2-dimethylpropanoyl)octahydrocyclopenta[c]pyrrol-5-yl]-N-[3-methyl-5-(phenylethynyl)pyridin-2-yl]-1H-pyrazole-5-carboxamide